1,1'-[[3-(dimethylamino)propyl]imino]bispropan-2-ol CN(CCCN(CC(C)O)CC(C)O)C